Pentamethylcyclopentadienyl-dimethyl-(1-neopentyl-5,6-dimethylindenyl)hafnium CC1=C(C(=C(C1([Hf](C=1C(C2=CC(=C(C=C2C1)C)C)CC(C)(C)C)(C)C)C)C)C)C